methyl 2-(3-cyclopropyl-5-{(1S)-1-[3-cyclopropyl-5-(trifluoromethoxy)benzamido]ethyl}-1H-1,2,4-triazol-1-yl)-1,3-thiazole-5-carboxylate C1(CC1)C1=NN(C(=N1)[C@H](C)NC(C1=CC(=CC(=C1)OC(F)(F)F)C1CC1)=O)C=1SC(=CN1)C(=O)OC